FC=1C=CC(=NC1)NC(=O)C=1C=2N(C=C(C1)C1=CN=CN1C)C=CN2 N-(5-Fluoropyridin-2-yl)-6-(1-methyl-1H-imidazol-5-yl)imidazo[1,2-a]pyridine-8-carboxamide